F[C@@]1([C@@](O[C@@H]([C@H]1O)CO)(N1C(=O)NC(=O)C=C1)[C@H]1C[C@H](O)[C@H](O)CO1)O deoxy-2'-fluoro-beta-D-arabinosyluridine